C(C)(=O)OCCC1=C(C(=CC=C1)O)OCC1=CC=CC=C1 2-(2-(Benzyloxy)-3-hydroxyphenyl)ethyl acetate